O1C(=CC=C1)C1=CC=C(C=C1)CNC(=O)C1N(C(CN(C1)CC1=CC=C(C=C1)C)C)C(C(C)C)=O N-{[4-(furan-2-yl)phenyl]methyl}-6-methyl-4-[(4-methylphenyl)methyl]-1-(2-methylpropanoyl)piperazine-2-carboxamide